C(C)(C)(C)OC(=O)N1C(C(C2=NNC(C=3C=C(C=C1C23)F)=O)N2C(=NC3(CCC3)C2=O)C)C2=CC=C(C=C2)F 5-fluoro-8-(4-fluorophenyl)-9-(6-methyl-8-oxo-5,7-diazaspiro-[3.4]oct-5-en-7-yl)-8,9-dihydro-2H-pyrido[4,3,2-de]phthalazin-3(7H)-one-7-carboxylic acid tert-butyl ester